1-(1-acryloylazetidin-3-yl)-5-(3-hydroxynaphthalen-1-yl)-4-methyl-1H-indole-2-carbonitrile C(C=C)(=O)N1CC(C1)N1C(=CC2=C(C(=CC=C12)C1=CC(=CC2=CC=CC=C12)O)C)C#N